(S)-N-((S)-1-cyano-2-(4-(7-methyl-7H-pyrrolo[2,3-d]pyrimidin-2-yl)phenyl)ethyl)-1,4-oxazolidine-2-carboxamide C(#N)[C@H](CC1=CC=C(C=C1)C=1N=CC2=C(N1)N(C=C2)C)NC(=O)[C@H]2OCNC2